CN(C)CC1(CCC1)N 1-((dimethylamino)methyl)cyclobutan-1-amine